FC(CC1(CN2C(C=3C=CC(=CC13)C(F)(F)F)=NC1=C2C=CC=C1)C)F 5-(2,2-difluoroethyl)-5-methyl-3-(trifluoromethyl)-5,6-dihydrobenzo[4,5]imidazo[2,1-a]isoquinoline